(R)-4-((4-(1H-imidazol-1-yl)pyrimidin-2-yl)amino)-2-fluoro-N-(8-methylisoquinolin-1-yl)-N-(piperidin-3-yl)benzamide N1(C=NC=C1)C1=NC(=NC=C1)NC1=CC(=C(C(=O)N([C@H]2CNCCC2)C2=NC=CC3=CC=CC(=C23)C)C=C1)F